FC1=CC=C(C=C1)[C@@H]1N(CCC2=CC=CC=C12)C(=O)C1CC(C1)([N+](=O)[O-])CO ((S)-1-(4-fluorophenyl)-3,4-dihydroisoquinolin-2(1H)-yl)(trans-3-(hydroxymethyl)-3-nitrocyclobutyl)methanone